(trans)-2-(8-(2-(3-methyl-1H-pyrazol-4-yl)pyrido[3,4-d]pyrimidin-4-yl)-2,8-diazaspiro[4.5]decan-2-yl)cyclopentan-1-ol CC1=NNC=C1C=1N=C(C2=C(N1)C=NC=C2)N2CCC1(CCN(C1)[C@H]1[C@@H](CCC1)O)CC2